FC1=CC=C(C=C1)C1=C(C(=NC2=CC3=C(C=C12)C=NN3)N[C@H](C(=O)OCC3=CC=CC=C3)C)C(C)C benzyl (2S)-2-[[5-(4-fluorophenyl)-6-isopropyl-1H-pyrazolo[4,3-g]quinolin-7-yl]amino]propanoate